10-((3-(pyrrolidin-1-yl)propyl)amino)nonadecanedioic acid bis(2-butyloctyl) ester C(CCC)C(COC(CCCCCCCCC(CCCCCCCCC(=O)OCC(CCCCCC)CCCC)NCCCN1CCCC1)=O)CCCCCC